COC(=O)C=1C=CC2=C(N(C(=N2)CCl)CC2=CN=CS2)C1.C1(CC1)S(=O)(=O)NC1=NC=CC(=N1)C(CC)NC(C1=CC=C(C=C1)C1=NC(=CN=C1)OCC)=O N-(1-(2-(cyclopropanesulfonylamino)pyrimidin-4-yl)propyl)-4-(6-ethoxypyrazin-2-yl)benzamide methyl-2-(chloromethyl)-1-(thiazol-5-ylmethyl)-1H-benzo[d]imidazole-6-carboxylate